NC=1N=CC2=C(N1)C1(C(N(C2)C=2C=C(C=CC2C)NC(=O)C2CCCC2)=O)CC1 N-(3-(2'-amino-7'-oxo-5'H-spiro[cyclopropane-1,8'-pyrido[4,3-d]pyrimidine]-6'(7'H)-yl)-4-methylphenyl)cyclopentanecarboxamide